(S)-2-amino-9-(5,6,7,8-tetrahydro-1,8-naphthyridin-2-yl)nonanoic acid ethyl ester C(C)OC([C@H](CCCCCCCC1=NC=2NCCCC2C=C1)N)=O